N1CCCC2=CC=C(C=C12)N1C(NC(CC1)=O)=O 1-(1,2,3,4-Tetrahydroquinolin-7-yl)dihydropyrimidine-2,4(1H,3H)-dione